(R)-4-(3,4-difluorophenyl)-2-ethyl-N-(3-fluoro-4-((3-((1-hydroxypropan-2-yl)amino)-1H-pyrazolo[3,4-b]pyridin-4-yl)oxy)phenyl)-3,5-dioxo-2,3,4,5-tetrahydro-1,2,4-triazine-6-carboxamide FC=1C=C(C=CC1F)N1C(N(N=C(C1=O)C(=O)NC1=CC(=C(C=C1)OC1=C2C(=NC=C1)NN=C2N[C@@H](CO)C)F)CC)=O